2-(4-bromophenyl)benzo[d]imidazo[2,1-b]thiazole-7-carboxylic acid ethyl ester C(C)OC(=O)C1=CC2=C(N3C(S2)=NC(=C3)C3=CC=C(C=C3)Br)C=C1